2-amino-N-(tetrahydro-2H-pyran-4-yl)-5-(1'-(tetrahydro-2H-pyran-4-yl)-2,3-dihydrospiro[Inden-1,3'-pyrrolidin]-5-yl)nicotinamide NC1=C(C(=O)NC2CCOCC2)C=C(C=N1)C=1C=C2CCC3(CN(CC3)C3CCOCC3)C2=CC1